3-{5-[(tert-butyldimethylsilyl)oxy]pyridin-2-yl}-1-cyclohexylurea [Si](C)(C)(C(C)(C)C)OC=1C=CC(=NC1)NC(NC1CCCCC1)=O